[S-2].[Cs+].[Cs+] caesium sulphide